C(C)S(=O)(=O)N[C@H]1C([C@H](N(C1)C(=O)OC(C)(C)C)CC(=O)OC)(F)F tert-Butyl (2R,4R)-4-[(ethanesulfonyl)amino]-3,3-difluoro-2-(2-methoxy-2-oxoethyl)pyrrolidine-1-carboxylate